N[C@@H](CC#N)CO (3S)-3-amino-4-hydroxybutanenitrile